2-({3-chloro-7H-pyrrolo[2,3-c]pyridazin-7-yl}methyl)-4-methylmorpholin-4-ium trifluoroacetate FC(C(=O)[O-])(F)F.ClC1=CC2=C(N=N1)N(C=C2)CC2C[NH+](CCO2)C